butyl-3-methylimidazole bis(trifluoromethanesulfonyl)imide salt [N-](S(=O)(=O)C(F)(F)F)S(=O)(=O)C(F)(F)F.C(CCC)C1=NC=CN1C